C[NH2+]C di-methyl-ammonium